ethylidene-bis(tetrahydroindenyl)zirconium dichloride [Cl-].[Cl-].C(C)=[Zr+2](C1CCC2CC=CC=C12)C1CCC2CC=CC=C12